4-(1-methyl-1H-pyrazol-5-yl)-3,4-dihydro-2H-benzo[b][1,4]oxazin-7-amine CN1N=CC=C1N1C2=C(OCC1)C=C(C=C2)N